1-bromo-2-((but-3-en-1-yloxy)methyl)benzene BrC1=C(C=CC=C1)COCCC=C